COC(=O)C1=CC=2C(N=C1OC(C)C)=NN(C2)CC2COCC2.C(C)O[Si](CCCSSSSCCC[Si](OCC)(OCC)OCC)(OCC)OCC bis(gamma-triethoxysilylpropyl)tetrasulfane methyl-6-isopropoxy-2-((tetrahydrofuran-3-yl)methyl)-2H-pyrazolo[3,4-b]pyridine-5-carboxylate